1-(2-methylbut-3-yn-2-yl)pyrrolidine CC(C)(C#C)N1CCCC1